3-chloro-2-(2-chloroethoxy)-5-(1-hydroxy-5-(methoxymethoxy)-2,3-dihydro-1H-inden-1-yl)benzonitrile ClC=1C(=C(C#N)C=C(C1)C1(CCC2=CC(=CC=C12)OCOC)O)OCCCl